FC(S(=O)(=O)[O-])(F)F trifluoromesylate